2-(Benzo[b]thiophen-3-yl)-6-hydroxypyrimidin-4(3H)-one S1C2=C(C(=C1)C1=NC(=CC(N1)=O)O)C=CC=C2